(4-Fluorophenyl)(4-(imidazo[1,2-a]pyridin-6-yl)-1H-pyrrolo[2,3-c]pyridin-1-yl)methanone FC1=CC=C(C=C1)C(=O)N1C=CC=2C1=CN=CC2C=2C=CC=1N(C2)C=CN1